CN1C(=NC2=C(C1=O)NC=C2)N[C@H]2CN(CCC2)C (R)-3-methyl-2-((1-methylpiperidin-3-yl)amino)-3,5-dihydro-4H-pyrrolo[3,2-d]pyrimidin-4-one